FC(CC)(F)C1=C(O[C@H](C(=O)[O-])C)C=C(C(=C1)C=C)F.[NH4+] ammonium (S)-2-(2-(1,1-difluoropropyl)-5-fluoro-4-vinylphenoxy)propanoate